P(=S)(OCC)(OCC)[O-] O,O-diethyl thiophosphate